bis(3-(3-aminophenoxy) phenyl) sulfone NC=1C=C(OC=2C=C(C=CC2)S(=O)(=O)C2=CC(=CC=C2)OC2=CC(=CC=C2)N)C=CC1